FC=1C=C(C(=C2N=CSC21)O)C(N2CCOCC2)C2=NC=CC=C2F 7-fluoro-5-((3-fluoropyridin-2-yl)(morpholino)methyl)benzo[d]thiazol-4-ol